C[C@@H]1C[C@@H](C[C@H](C1)C1=C2C=CC=NC2=C(C=C1)C(F)(F)F)N (1S,3S,5S)-3-methyl-5-(8-(trifluoromethyl)quinolin-5-yl)cyclohexylamine